[1,2,3]triazolo[1,5-a]pyrazine-3,5(4H)-dicarboxamide N1=NC(=C2N1C=CN(C2)C(=O)N)C(=O)N